ClC=1C(=NC(=NC1)F)NC1=CC2=CC=C(C(=C2C=C1)C)OCC1=CC=C(C=C1)OC 5-chloro-2-fluoro-N-(6-((4-methoxybenzyl)oxy)-5-methylnaphthalen-2-yl)pyrimidin-4-amine